1-fluoro-2-Methylethylene carbonate C1(OC(C(C)O1)F)=O